BrC=1C=C2C(=NNC(C2=CC1)=O)C1(CC1)F 6-bromo-4-(2-cis-fluorocyclopropyl)phthalazin-1(2H)-one